butyl (tert-butoxycarbonyl)(2-fluoro-5-(methoxy(methyl)carbamoyl)-3-(trifluoromethyl)phenyl)carbamate C(C)(C)(C)OC(=O)N(C(OCCCC)=O)C1=C(C(=CC(=C1)C(N(C)OC)=O)C(F)(F)F)F